OCCCCCCCC/C=C/CCCCCCCC(=O)OCC ethyl 18-hydroxy-(9E)-octadec-9-enoate